C1(CC1)C1=NNC(=N1)C1CC2(CN(C2)C(=O)N2CC3(C2)CN(C3)CC=3C=NN(C3C)CC(F)(F)F)C1 [6-(3-cyclopropyl-1H-1,2,4-triazol-5-yl)-2-azaspiro[3.3]heptan-2-yl]-[6-[[5-methyl-1-(2,2,2-trifluoroethyl)pyrazol-4-yl]methyl]-2,6-diazaspiro[3.3]heptan-2-yl]methanone